5,5'-(Benzo[c][1,2,5]thiadiazole-4,7-diylbis(ethyne-2,1-diyl))diisophthalaldehyde N=1SN=C2C1C(=CC=C2C#CC=2C=C(C=C(C=O)C2)C=O)C#CC=2C=C(C=C(C=O)C2)C=O